(2R,3R,4S)-2-(6-((3-Fluorobenzyl)amino)-2-(prop-1-yn-1-yl)-9H-purin-9-yl)tetrahydrothiophene-3,4-diol FC=1C=C(CNC2=C3N=CN(C3=NC(=N2)C#CC)[C@@H]2SC[C@H]([C@H]2O)O)C=CC1